2,5-di-n-hexylpyrrole C(CCCCC)C=1NC(=CC1)CCCCCC